C(#N)C=1C(=NC=CC1C(F)(F)F)N1[C@@H](C[C@@H](C1)O)C(=O)N(C=1C=C(C=CC1)C)C (2S,4S)-1-(3-cyano-4-(trifluoromethyl)pyridin-2-yl)-4-hydroxy-N-methyl-N-(m-tolyl)pyrrolidine-2-carboxamide